OC1CCN(C2=CC=CC=C12)C(\C=C\C1=CC(=C(C=C1)OCC#C)OC)=O (E)-1-(4-hydroxy-3,4-dihydroquinolin-1(2H)-yl)-3-(3-methoxy-4-(prop-2-yn-1-yloxy)phenyl)prop-2-en-1-one